2-[[4-[3-[(4-chloro-2-fluoro-phenyl)methoxy]phenyl]-2-oxo-1-pyridinyl]methyl]-3-[[(2S)-oxetan-2-yl]methyl]-imidazo[4,5-b]pyridine-5-carboxylic acid ClC1=CC(=C(C=C1)COC=1C=C(C=CC1)C1=CC(N(C=C1)CC1=NC=2C(=NC(=CC2)C(=O)O)N1C[C@H]1OCC1)=O)F